6-Chloro-3'-methyl-2-(3-methylbut-2-enoyl)-1'-phenyl-2H-spiro[phthalazine-1,4'-pyrazol]-5'(1'H)-one ClC=1C=C2C=NN(C3(C(=NN(C3=O)C3=CC=CC=C3)C)C2=CC1)C(C=C(C)C)=O